C(C)(C)(C)OC(=O)N1CCC(CC1)C=1C(=C2C(=C(NC2=CC1)Br)C(C)C)F 4-(2-bromo-4-fluoro-3-isopropyl-1H-indol-5-yl)piperidine-1-carboxylic acid tert-butyl ester